1-(3-(4-((3-methyl-4-((1-methyl-1H-benzo[d][1,2,3]triazol-5-yl)oxy)phenyl)amino)pyrido[3,2-d]pyrimidin-6-yl)-8-azabicyclo[3.2.1]oct-2-en-8-yl)prop-2-en-1-one trifluoroacetate FC(C(=O)O)(F)F.CC=1C=C(C=CC1OC1=CC2=C(N(N=N2)C)C=C1)NC=1C2=C(N=CN1)C=CC(=N2)C2=CC1CCC(C2)N1C(C=C)=O